(1r,4r)-N1-(2-fluoroethyl)cyclohexane-1,4-diamine FCCNC1CCC(CC1)N